The molecule is a diterpenoid isolated from the aerial parts of Ajuga bracteosa and has been shown to exhibit antifeedant activity. It has a role as a plant metabolite and an antifeedant. It is a furofuran, an acetate ester, a diterpenoid, a spiro-epoxide and a cyclic acetal. C[C@@H]1C[C@@H]([C@@]2([C@@H]([C@@]1(C)[C@@H]3C[C@H]4CCO[C@H]4O3)CC[C@@H]([C@]25CO5)OC(=O)C)COC(=O)C)OC(=O)C